The molecule is an organic nitrate salt obtained by reaction of equimolar amounts of (S)-fenticonazole and nitric acid. It contains a (S)-fenticonazole(1+). It is an enantiomer of a (R)-fenticonazole nitrate. C1=CC=C(C=C1)SC2=CC=C(C=C2)CO[C@H](CN3C=CN=C3)C4=C(C=C(C=C4)Cl)Cl.[N+](=O)(O)[O-]